1-(4-nitrophenyl)piperidin-4-aldehyde [N+](=O)([O-])C1=CC=C(C=C1)N1CCC(CC1)C=O